1-Naphthalenecarboxamide C1(=CC=CC2=CC=CC=C12)C(=O)N